lithium monourethane NC(=O)OCC.[Li]